6-{3-[1-(3-fluoro-3-methylbutyl)-1H-pyrazol-4-yl]-6-methylpyridin-2-yl}-2,3-dihydro-1H-isoindol-1-one FC(CCN1N=CC(=C1)C=1C(=NC(=CC1)C)C1=CC=C2CNC(C2=C1)=O)(C)C